Ethyl 3-(4-(((7-fluorobenzo[d]thiazol-2-yl)(4-methoxyphenethyl)-amino)methyl)phenyl)propiolate FC1=CC=CC=2N=C(SC21)N(CCC2=CC=C(C=C2)OC)CC2=CC=C(C=C2)C#CC(=O)OCC